COC1=CC=C(C=C1)C(C(=O)NC1=CC=C(C=C1)[Si](C)(C)C)NC(CN1C(C=CC=C1)=O)=O 2-(4-methoxyphenyl)-2-(((2-oxopyridin-1(2H)-yl)acetyl)amino)-N-(4-(trimethylsilyl)phenyl)acetamide